CC1(NC(CC(C1)CCO)(C)C)C 2-(2,2,6,6-tetramethyl-piperidin-4-yl)-ethanol